[La].[B].[Ca] calcium-boron-lanthanum